4-(oxetan-3-yloxy)-2-[[(1R,3S)-3-([1,2,4]triazolo[4,3-a]pyrazin-3-yl)cyclohexyl]amino]pyrimidine-5-carbonitrile O1CC(C1)OC1=NC(=NC=C1C#N)N[C@H]1C[C@H](CCC1)C1=NN=C2N1C=CN=C2